1-(2-{3-methoxy-4-[methyl-(2-pyrrolidin-1-yl-ethyl)-amino]-phenylamino}-5-methyl-pyrimidin-4-yl)-1H-indole-3-carboxamide COC=1C=C(C=CC1N(CCN1CCCC1)C)NC1=NC=C(C(=N1)N1C=C(C2=CC=CC=C12)C(=O)N)C